1-(1-(1-methylpiperidin-4-yl)-1H-indol-6-yl)dihydropyrimidine-2,4(1H,3H)-dione CN1CCC(CC1)N1C=CC2=CC=C(C=C12)N1C(NC(CC1)=O)=O